2-(N,N-bis(4-methoxybenzyl)sulfamoyl)-4-iodo-3-(1-(4-methoxybenzyl)-1H-tetrazol-5-yl)benzenesulfonyl chloride COC1=CC=C(CN(S(=O)(=O)C2=C(C=CC(=C2C2=NN=NN2CC2=CC=C(C=C2)OC)I)S(=O)(=O)Cl)CC2=CC=C(C=C2)OC)C=C1